BrC1=C(C=NC=C1C1CC1)OC1=C(C(=O)OC)C(=CC=C1)Cl methyl 2-((4-bromo-5-cyclopropylpyridin-3-yl)oxy)-6-chlorobenzoate